C(C1=CC=CC=C1)OC=1C=C2CCCC(C2=C(C1)Br)=O 6-(benzyloxy)-8-bromo-3,4-dihydronaphthalen-1(2H)-one